N-({5-chloro-6-[6-fluoro-5-(methylamino)-2-pyridyl]-2-indolyl}methyl)1-hydroxycyclopropanecarboxamide ClC=1C=C2C=C(NC2=CC1C1=NC(=C(C=C1)NC)F)CNC(=O)C1(CC1)O